((2-fluoro-6-(methoxymethyl)-8-(4,4,5,5-tetramethyl-1,3,2-dioxaborolan-2-yl)naphthalene-1-yl)ethynyl)triisopropylsilane FC1=C(C2=C(C=C(C=C2C=C1)COC)B1OC(C(O1)(C)C)(C)C)C#C[Si](C(C)C)(C(C)C)C(C)C